4-Piperidone hydrochloride monohydrate O.Cl.N1CCC(CC1)=O